(2S)-2-(benzylamino)-3-methyl-butan-1-ol C(C1=CC=CC=C1)N[C@H](CO)C(C)C